C(C)(C)N(CCCCC(CCCCCCCCCCCCCCCCCCCCCC(=O)[O-])(CCCCCCCCCCCCCCCCCCCCCC(=O)[O-])O)C(C)C 7-(4-(Diisopropylamino)butyl)-7-hydroxytridecane-1,13-diyldipalmitate